FC(C1=C(C(NC2=CC(=CN=C12)CO)=O)C)F 4-(difluoromethyl)-7-(hydroxymethyl)-3-methyl-1,5-naphthyridin-2(1H)-one